COC(=O)C1=NC=C(N=C1CC)C1=C(C(=CC=C1C(F)F)Cl)F (3-chloro-6-(difluoromethyl)-2-fluorophenyl)-3-ethylpyrazine-2-carboxylic acid methyl ester